C(#C)[C@@H]1N(CCC1)C(C)=O (R)-1-(2-ethynyl-pyrrolidin-1-yl)ethan-1-one